bis-(4-hydroxyphenyl)-m-diisopropylbenzene OC1=CC=C(C=C1)C1=CC(=C(C=C1C(C)C)C(C)C)C1=CC=C(C=C1)O